BrC=1C=C2C=C(NC2=CC1)CN(C)C (5-bromo-1H-indole-2-ylmethyl)-dimethyl-amine